N-(1'-(4-methyl-6-(1-(methylsulfonyl)-1H-pyrazol-4-yl)pyridin-2-yl)-1',2'-dihydrospiro[cyclopropane-1,3'-pyrrolo[3,2-c]pyridin]-6'-yl)acetamide CC1=CC(=NC(=C1)C=1C=NN(C1)S(=O)(=O)C)N1CC2(C=3C=NC(=CC31)NC(C)=O)CC2